4-((R)-3-((cyclobutylmethyl)amino)piperidin-1-yl)-1-(1-(4-(5-(pyrrolidin-1-yl)pyridin-3-yl)-1H-1,2,3-triazol-1-yl)ethyl)pyridin-2(1H)-one C1(CCC1)CN[C@H]1CN(CCC1)C1=CC(N(C=C1)C(C)N1N=NC(=C1)C=1C=NC=C(C1)N1CCCC1)=O